FC1(CCC=2C1=NC(=CC2CN2C[C@H](CCC2)C)C(=O)[O-])F.[Li+].COC2=CC(=C(C=C2)C2=CC(=NC=C2)C2(CCC2)C(=O)N)[N+](=O)[O-] (4-(4-methoxy-2-nitrophenyl)pyridin-2-yl)cyclobutanecarboxamide lithium (S)-7,7-difluoro-4-((3-methylpiperidin-1-yl)methyl)-6,7-dihydro-5H-cyclopenta[b]pyridine-2-carboxylate